N-[4-[4-(2-methoxy-phenyl)-piperidin-1-yl]-2-(1-methyl-cyclopropyl)-quinazolin-6-yl]-N,N',N'-trimethyl-ethane-1,2-diamine COC1=C(C=CC=C1)C1CCN(CC1)C1=NC(=NC2=CC=C(C=C12)N(CCN(C)C)C)C1(CC1)C